4-(tert-Butyl)-N-cyclopropyl-2-methoxy-1H-imidazole-1-carboxamide C(C)(C)(C)C=1N=C(N(C1)C(=O)NC1CC1)OC